C(CCCCCCCCC)ONC(CCCCCCOC1OCCCC1)CCCCCCCCC (decyloxy)[1-(oxan-2-yloxy)hexadecan-7-yl]amine